COC1=CC=C(C=C1)C=1OC(=C(N1)C(=O)NCCN1CCN(CC1)C)C1=CC=CC=C1 2-(4-methoxyphenyl)-N-(2-(4-methylpiperazin-1-yl)ethyl)-5-phenylOxazole-4-carboxylic acid amide